3-(3,5-dibromo-4-hydroxyphenyl)-N-(4-phenoxybenzyl)-1,2,4-oxadiazole-5-carboxamide C1=CC=C(C=C1)OC2=CC=C(C=C2)CNC(=O)C3=NC(=NO3)C4=CC(=C(C(=C4)Br)O)Br